CN(CCC=1C=C(C(N(C1)[C@H](C(=O)N[C@@H](CC(=O)OC)C=1C=C(C=CC1)C1=C(C=CC=C1OCCCC=C)C)CC=C)=O)F)C Methyl (S)-3-((S)-2-(5-(2-(dimethylamino)ethyl)-3-fluoro-2-oxopyridin-1(2H)-yl)pent-4-enamido)-3-(2'-methyl-6'-(pent-4-en-1-yloxy)-[1,1'-biphenyl]-3-yl)propanoate